ClC1=C(C(=NC2=CC=C(C=C12)C(=O)OC)NCC1=CC=C(C=C1)OC)C methyl 4-chloro-2-((4-methoxybenzyl)amino)-3-methylquinoline-6-carboxylate